1-((6-cyclopropylimidazo[1,2-a]pyridin-2-yl)methyl)-N-(2-fluoro-3-methoxy-6-(methylsulfonyl)benzyl)-1H-1,2,3-triazole-4-carboxamide C1(CC1)C=1C=CC=2N(C1)C=C(N2)CN2N=NC(=C2)C(=O)NCC2=C(C(=CC=C2S(=O)(=O)C)OC)F